[1-[5-(2,6-dioxo-3-piperidyl)-3-fluoro-2-pyridyl]-4-piperidyl] 4-[6-isopropoxy-5-[[2-oxo-1-[(1S,2R)-2-fluorocyclopropyl]-3-pyridyl]carbamoyl]indazol-2-yl]piperidine-1-carboxylate C(C)(C)OC=1C(=CC2=CN(N=C2C1)C1CCN(CC1)C(=O)OC1CCN(CC1)C1=NC=C(C=C1F)C1C(NC(CC1)=O)=O)C(NC=1C(N(C=CC1)[C@@H]1[C@@H](C1)F)=O)=O